N1(CCCC1)C(=O)C1(COCC1)CNC(=O)C1=CC2=C(S1)CCCCCC2 N-{[3-(pyrrolidine-1-carbonyl)oxolan-3-yl]methyl}-4H,5H,6H,7H,8H,9H-cycloocta[b]thiophene-2-carboxamide